tert-butyl (8aS)-6-chloro-5-{2-methoxy-6-[(4-methoxyphenyl)methoxy]phenyl}-8a,9,11,12-tetrahydropyrazino[2',1':3,4][1,4]-oxazepino[5,6,7-de]quinazoline-10(8H)-carboxylate ClC1=C2C3=C(N=CN=C3C=C1C1=C(C=CC=C1OCC1=CC=C(C=C1)OC)OC)N1[C@H](CO2)CN(CC1)C(=O)OC(C)(C)C